C(C)(C)(C)OC([C@H](CC1CCC1)OC1=C(C=C(C=C1)Br)C1=NOCC1OCCCC)=O tert-Butyl-(2S)-2-[4-bromo-2-(4-butoxy-4,5-dihydroisoxazol-3-yl)phenoxy]-3-cyclobutylpropanoat